C(#N)C1=NC=C(C(=C1)C1=CC=2N(C=C1)N=C(C2)NC(=O)C2CC2)OC2CC2 N-[5-[2-Cyano-5-(cyclopropoxy)-4-pyridyl]pyrazolo[1,5-a]pyridin-2-yl]cyclopropanecarboxamide